C(CCCCCCC#C)N1N=CC(=C1)CC(=O)OC(C)(C)C Tert-butyl 2-(1-(non-8-yn-1-yl)-1H-pyrazol-4-yl)acetate